FC1=CC=C(C=C2C(N(C(S2)=NN=C2C(NC3=CC=C(C=C23)Br)=O)C2=CC=C(C=C2)OC)=O)C=C1 3-(2-(5-(4-fluorobenzylidene)-3-(4-methoxyphenyl)-4-oxothiazolidine-2-ylidene)hydrazono)-5-bromoindol-2-one